1-(Benzo[4,5]imidazo[1,2-a]pyridin-3-yl)azetidin-3-ol C1=CC(=CC=2N1C1=C(N2)C=CC=C1)N1CC(C1)O